C[Si](NC(CCCl)=O)(C)C N-(trimethylsilyl)-3-chloropropionamide